CC1=CC=C(C=C2C[C@H](N(C2)C(=O)OC(C)(C)C)C(=O)OC)C=C1 1-(tert-Butyl) 2-methyl (S)-4-(4-methylbenzylidene)pyrrolidine-1,2-dicarboxylate